SCSC(SC(SC(SCS)SCS)SC(SCS)SCS)SCS tris(2,2-bis(mercaptomethylthio)-1-thiaethyl)methane